5-(2-bromophenyl)-4H-[1,2,4]-triazole-3-thiol BrC1=C(C=CC=C1)C=1NC(=NN1)S